diammonium disulphide [NH4+].[NH4+].[S-2].[S-2]